COC1(CCN(CC1)CC1(CCCC1)CNC(=O)C1=CC2=C(S1)CCCCCC2)C N-[[1-[(4-methoxy-4-methylpiperidin-1-yl)methyl]cyclopentyl]methyl]-4,5,6,7,8,9-hexahydrocycloocta[b]thiophene-2-carboxamide